(6-(trifluoro-methyl)pyridin-3-yl)methan-amine FC(C1=CC=C(C=N1)CN)(F)F